C(C)(C)N(C(CCCC)=O)C(C)C N,N-diisopropylvaleramide